NC1=CC=C(C(=N1)C)CNC([C@H](C)NC(=O)[C@@H]1NC[C@H](C1)CC=1SC(=C(C1)Cl)Cl)=O (2R,4R)-N-((S)-1-(((6-amino-2-methylpyridin-3-yl)methyl)amino)-1-oxoprop-2-yl)-4-((4,5-dichlorothien-2-yl)methyl)pyrrolidine-2-carboxamide